1-(2-chlorophenyl)-2-bromoethanone ClC1=C(C=CC=C1)C(CBr)=O